Ethyl (S)-3-(3-fluoro-4-methoxyphenyl)-3-(1-oxo-7-(2-(5,6,7,8-tetrahydro-1,8-naphthyridin-2-yl)ethyl)-3,4-dihydropyrrolo[1,2-a]pyrazin-2(1H)-yl)propanoate FC=1C=C(C=CC1OC)[C@H](CC(=O)OCC)N1C(C=2N(CC1)C=C(C2)CCC2=NC=1NCCCC1C=C2)=O